CC1=CC(=C(N)C=C1)CC1=CN(C2=CC=CC=C12)C 4-methyl-2-[(1-methyl-1H-indol-3-yl)methyl]aniline